C(C)OC(C(=S)N)OCC 2,2-diethoxy-thioacetamide